4-{3-[3-ethoxy-4-(thiophen-2-ylmethoxy)benzyl]-7-fluoro-6-[2-fluoro-1-(fluoromethyl)ethoxy]-2,4-dioxo-3,4-dihydroquinazolin-1(2H)-yl}piperidine-1-carbaldehyde C(C)OC=1C=C(CN2C(N(C3=CC(=C(C=C3C2=O)OC(CF)CF)F)C2CCN(CC2)C=O)=O)C=CC1OCC=1SC=CC1